(S)-2'-chloro-6'-(6,7-difluoro-1H-1,3-benzodiazol-2-yl)-4-{[(1R)-1-phenylbutyl]carbamoyl}-[1,1'-biphenyl]-2-carboxylic acid ClC1=C(C(=CC=C1)C1=NC2=C(N1)C(=C(C=C2)F)F)C=2C(=CC(=CC2)C(N[C@H](CCC)C2=CC=CC=C2)=O)C(=O)O